CC(C)C(C(CC(C)C)=O)(C)C 2,3,3,6-tetramethylheptan-4-one